10-[[bis(3,3-Dimethylbutyl)amino]methyl]-6-(2,6-dimethylphenyl)-12-methyl-2,2-dioxo-9-oxa-2λ6-thia-3,5,12,19-tetrazatricyclo[12.3.1.14,8]nonadeca-1(18),4(19),5,7,14,16-hexaen-13-one CC(CCN(CCC(C)(C)C)CC1OC2=CC(=NC(NS(C=3C=CC=C(C(N(C1)C)=O)C3)(=O)=O)=N2)C2=C(C=CC=C2C)C)(C)C